C(C)OC([C@@H](CCC1=CC=CC=C1)O)=O (R)-2-hydroxy-4-phenylbutyric acid Ethyl ester